2-[4-(4-Chlorophenyl)-5-(4-pyridyl)imidazol-1-yl]-N-[(3R)-pyrrolidin-3-yl]acetamide ClC1=CC=C(C=C1)C=1N=CN(C1C1=CC=NC=C1)CC(=O)N[C@H]1CNCC1